FC1=C(C(=CC=C1)F)[C@H]1N(OCC1)C1=CC(=NC=N1)NC=1C(=CC(=C(C1)NC(C=C)=O)N1C[C@@H]2N(CC[C@@H]2C1)C)OC N-(5-((6-((S)-3-(2,6-difluorophenyl)isoxazolidine-2-yl)pyrimidine-4-yl)amino)-4-methoxy-2-((3aR,6aR)-1-methylhexahydro-pyrrolo[3,4-b]pyrrole-5(1H)-yl)phenyl)acrylamide